diisopropyl disulphide C(C)(C)SSC(C)C